(2S,3R)-3-[(2-amino-1,3-thiazol-5-yl)methyl]-4-oxo-1-{[(1R)-1-phenylethyl]carbamoyl}azetidine-2-carboxylic acid trifluoroacetate salt FC(C(=O)O)(F)F.NC=1SC(=CN1)C[C@@H]1[C@H](N(C1=O)C(N[C@H](C)C1=CC=CC=C1)=O)C(=O)O